1,2-diundecanoyl-sn-glycero-3-phosphocholine C(CCCCCCCCCC)(=O)OC[C@@H](OC(CCCCCCCCCC)=O)COP(=O)([O-])OCC[N+](C)(C)C